C1(CCCCCC1)=C1C(NC2=C(C(=CC=C12)F)F)=O 3-cycloheptylidene-6,7-difluoroindolin-2-one